C(C1=CC=CC=C1)OCN1N=CC2=C(C1=O)C(=NN2C21CC(C2)C1)C 5-((benzyloxy)methyl)-1-(bicyclo[1.1.1]pent-1-yl)-3-methyl-1,5-dihydro-4H-pyrazolo[3,4-d]pyridazin-4-one